Cl.Cl.C(CCCCCCCCCN1C=CC(C=C1)=CCCCCCCCN)N1C=CC(C=C1)=CCCCCCCCN N'-(1,10-decandiyldi-1-pyridinyl-4-yliden)-bis-(1-octanamin)-dihydrochlorid